C[C@@H]1CN(C[C@@H](N1)C)C=1C=CC2=C(C1C)OC(C=1CN(CCC12)C(=O)OC(C)(C)C)=O tert-Butyl 8-[(3R,5S)-3,5-dimethylpiperazin-1-yl]-7-methyl-5-oxo-1,5-dihydro-2H-chromeno[3,4-c]pyridine-3(4H)-carboxylate